C(C)OC=1C=C(C=2N(C1)N=C1C2C=NN1)C=1C=CC(=NC1)N1CCC(CC1)(CN1CCN(CC1)CC)NC([O-])=O (1-(5-(6-ethoxy-1H-pyrazolo[3',4':3,4]pyrazolo[1,5-a]pyridin-4-yl)pyridin-2-yl)-4-((4-ethylpiperazin-1-yl)methyl)piperidin-4-yl)carbamate